1,3-cyclohexanedimethanol calcium [Ca].C1(CC(CCC1)CO)CO